CC1=C(C=C(C=C1)C2=NN=C(O2)C)C3=CC=C(C=C3)C(=O)NC4=CC=CC(=C4)C#N The molecule is a member of the class of biphenyls that is the amide obtained by formal condensation of the carboxy group of 2'-methyl-5'-(5-methyl-1,3,4-oxadiazol-2-yl)[1,1'-biphenyl]-4-carboxylic acid with the amino group of 3-cyanoaniline. It has a role as an EC 2.7.11.24 (mitogen-activated protein kinase) inhibitor. It is a member of benzamides, a member of biphenyls, a member of 1,3,4-oxadiazoles and a nitrile.